dimethyl-bis(pentamethylcyclopentadienyl)zirconium(IV) C[Zr](C1(C(=C(C(=C1C)C)C)C)C)(C1(C(=C(C(=C1C)C)C)C)C)C